(9R,13S)-13-{4-[5-chloro-2-(1H-pyrazol-4-yl)phenyl]-6-oxo-1,6-dihydropyrimidin-1-yl}-3,9-dimethyl-3,4,7,15-tetraazatricyclo[12.3.1.02,6]Octadec-1(18),2(6),4,14,16-pentaen-8-one ClC=1C=CC(=C(C1)C=1N=CN(C(C1)=O)[C@H]1CCC[C@H](C(NC=2C=NN(C2C=2C=CN=C1C2)C)=O)C)C=2C=NNC2